O1CCN(CC1)C1CCN(CC1)C(=O)C1=CC=C(C2=C1OCCO2)NC2=CC(=C1C(=N2)NC=C1C#N)NCCC 6-((8-(4-morpholinopiperidine-1-carbonyl)-2,3-dihydrobenzo[b][1,4]dioxin-5-yl)amino)-4-(propylamino)-1H-pyrrolo[2,3-b]pyridine-3-carbonitrile